7-methoxy-2-(1-methyl-3-oxabicyclo[2.1.1]hexan-4-yl)-N-(2-pyridyl)imidazo[1,2-a]pyridine-6-carboxamide COC1=CC=2N(C=C1C(=O)NC1=NC=CC=C1)C=C(N2)C21OCC(C2)(C1)C